(E)-2,4-dibromo-6-(((2-methyl-4-(4-methylbenzo[d]oxazol-2-yl)phenyl)imino)methyl)benzene-1,3-diol BrC1=C(C(=CC(=C1O)Br)/C=N/C1=C(C=C(C=C1)C=1OC2=C(N1)C(=CC=C2)C)C)O